C1(CC1)C(=O)N1[C@H](C[C@@H](CC1)CC1=CC=2N(C=C1)N=CC2N2C(NC(CC2)=O)=O)C 1-(5-(((2S,4R)-1-(cyclopropanecarbonyl)-2-methylpiperidin-4-yl)methyl)pyrazolo[1,5-a]pyridin-3-yl)dihydropyrimidine-2,4(1H,3H)-dione